4-methylpiperazin-4-ium-1-carbonyl chloride C[NH+]1CCN(CC1)C(=O)Cl